2,6-dibutyl-3-propylquinoline C(CCC)C1=NC2=CC=C(C=C2C=C1CCC)CCCC